(2R)-4-hydroxy-2-((R)-1-(4-(4-methylthiazol-5-yl)phenyl)ethylcarbamoyl)pyrrolidine OC1C[C@@H](NC1)C(N[C@H](C)C1=CC=C(C=C1)C1=C(N=CS1)C)=O